1-(Aziridin-1-yl)-3-butoxypropan-2-ol N1(CC1)CC(COCCCC)O